ClC1=NC=2N(C(N(C(C2N1)=O)C)=O)C 8-chloro-1,3-dimethyl-7H-purine-2,6-dione